CN1C=C(C=C1)C(=O)NCC=1SC(=NN1)C=1N(C2=CC=CC(=C2C1)NC1CCN(CC1)C)CC(F)(F)F 1-methyl-N-[(5-{4-[(1-methylpiperidin-4-yl)amino]-1-(2,2,2-trifluoroethyl)-1H-indol-2-yl}-1,3,4-thiadiazol-2-yl)methyl]-1H-pyrrole-3-carboxamide